(6-(phenylseleno)-7-(p-tolyl)-3,4-dihydro-1,8-naphthyridin-1(2H)-yl)(phenyl)methanone C1(=CC=CC=C1)[Se]C=1C=C2CCCN(C2=NC1C1=CC=C(C=C1)C)C(=O)C1=CC=CC=C1